4-(4-{[(benzylamino)carbonyl]{4-[(5-cyanopyridin-2-yl)amino]cyclohexyl}amino}phenyl)piperazine-1-carboxylic acid-2-methylpropan-2-yl ester CC(C)(C)OC(=O)N1CCN(CC1)C1=CC=C(C=C1)N(C1CCC(CC1)NC1=NC=C(C=C1)C#N)C(=O)NCC1=CC=CC=C1